FC(C1=CC(=NC=N1)C(C)=NO)(F)F 1-[6-(trifluoromethyl)pyrimidin-4-yl]ethanone oxime